C[N+](C)(C)C Methyl-trimethylammonium